6-(7,8-dimethyl-3-(trifluoromethyl)-[1,2,4]triazolo[4,3-b]pyridazin-6-yl)-3-(3-fluorobenzyl)-5,6,7,8-tetrahydro-1,6-naphthyridine CC1=C(C=2N(N=C1N1CC=3C=C(C=NC3CC1)CC1=CC(=CC=C1)F)C(=NN2)C(F)(F)F)C